COC1=C(C=C2C(=N1)C=C(S2)C(=O)OC(C)(C)C)OC tert-Butyl 5,6-dimethoxythieno[3,2-b]pyridine-2-carboxylate